3-[3-(dimethylamino)phenyl]-5-(3,4,5-trimethoxyphenyl)pyridin-2-amine CN(C=1C=C(C=CC1)C=1C(=NC=C(C1)C1=CC(=C(C(=C1)OC)OC)OC)N)C